6-(4-Amino-2,6-dichlorophenoxy)-4-isopropylpyridazin-3(2H)-one NC1=CC(=C(OC=2C=C(C(NN2)=O)C(C)C)C(=C1)Cl)Cl